CNCCN(CCNC)C 1,4,7-trimethyldiethylenetriamine